cyclobutanesulfonamide C1(CCC1)S(=O)(=O)N